NCC1=NNC(C2=C(C=C(C=C12)C=1C=NN(C1C1=C(C#N)C(=CC(=C1F)Cl)OC1(CC1)C)C)C=C)=O (2S)-2-(4-(4-(aminomethyl)-1-oxo-8-vinyl-1,2-dihydrophthalazin-6-yl)-1-methyl-1H-pyrazol-5-yl)-4-chloro-3-fluoro-6-(1-methylcyclopropoxy)benzonitrile